2H-tetrazolium, monosodium salt [Na+].[NH+]=1NN=NC1